(1S,5S)-6-(3-ethoxyphenyl)-9,9-dimethyl-3,6-diazabicyclo[3.2.2]nonan-2-one C(C)OC=1C=C(C=CC1)N1[C@@H]2CNC([C@H](C1)CC2(C)C)=O